2'-[2-(pyridin-3-yl)ethyl]-2',3'-dihydrospiro[cyclohexane-1,1'-indene]-4-one N1=CC(=CC=C1)CCC1C2(C3=CC=CC=C3C1)CCC(CC2)=O